2-(5-bromo-3-(trifluoromethyl)pyridin-2-yl)-4,5-dimethyloxazole BrC=1C=C(C(=NC1)C=1OC(=C(N1)C)C)C(F)(F)F